BrC1=CC(=NN1C)COC1=NSC(=C1C(=O)OC)NCC1=C(C=C(C=C1)OC)OC methyl 3-((5-bromo-1-methyl-1H-pyrazol-3-yl)methoxy)-5-((2,4-dimethoxybenzyl)amino)isothiazole-4-carboxylate